tert-butyl 4-(((3R,4R)-3-(4-(tert-butoxycarbonyl) phenyl)piperidin-4-yl)methyl)-3-chloro-5,7-dimethyl-1H-indole-1-carboxylate C(C)(C)(C)OC(=O)C1=CC=C(C=C1)[C@@H]1CNCC[C@H]1CC1=C2C(=CN(C2=C(C=C1C)C)C(=O)OC(C)(C)C)Cl